C[C@]1([C@H](C1)C)C(=O)N1CCC2(CO2)CC1 ((1S,2S)-1,2-Dimethylcyclopropyl)(1-oxa-6-azaspiro[2.5]octan-6-yl)methanone